(2s,4s)-N-((1s,3s)-3-(4-cyclopropylphenyl)cyclobutyl)-N-methyl-6-oxo-7-oxa-5-azaspiro[3.4]octane-2-carboxamide C1(CC1)C1=CC=C(C=C1)C1CC(C1)N(C(=O)C1CC2(C1)NC(OC2)=O)C